N-[3-({[2-{[3-(aminomethyl)phenyl]amino}-5-(trifluoromethyl)pyrimidin-4-yl]amino}methyl)pyridin-2-yl]-N-methylmethane-sulfonamide NCC=1C=C(C=CC1)NC1=NC=C(C(=N1)NCC=1C(=NC=CC1)N(S(=O)(=O)C)C)C(F)(F)F